6-(3-((benzyloxy)methyl)-4-ethyl-5-oxo-4,5-dihydro-1H-1,2,4-triazol-1-yl)isoquinolin-1(2H)-one C(C1=CC=CC=C1)OCC1=NN(C(N1CC)=O)C=1C=C2C=CNC(C2=CC1)=O